8H-furo[3,2-g]Indole O1C=CC=2C=CC=3C=CNC3C21